C(C)(C)(C)C1=NN(C(=C1)NC1=CC(=NC=C1)NC1=CC=C(C=C1)N1CCN(CC1)CC)C N4-(3-(tert-Butyl)-1-methyl-1H-pyrazol-5-yl)-N2-(4-(4-ethylpiperazin-1-yl)phenyl)pyridine-2,4-diamine